CN1N=CC=C1C=1N=C2C(=NC1)NC=CC2=O 2-(1-methyl-1H-pyrazol-5-yl)-8-oxo-5H,8H-pyrido[2,3-b]pyrazin